C(C)N(C1=CC=C2C=C(C(OC2=C1)=O)C(=O)CNC(CCCCCCCCCCC(=O)O)CCCCCC)CC 12-(((7-diethylaminocoumarin-3-yl)carbonyl)methylamino)octadecanoic acid